N[C@@H]1CC[C@H](CC1)OCCC1C(CN(CC1)C(=O)OC(C)(C)C)(F)F tert-Butyl 4-(2-(((trans)-4-aminocyclohexyl)oxy)ethyl)-3,3-difluoropiperidine-1-carboxylate